4-[1-hydroxy-2-[4-[[(2'S,7R)-3-(hydroxymethyl)-2'-methyl-2-(trifluoromethyl)spiro[4,5-dihydrothieno[2,3-c]pyran-7,4'-piperidine]-1'-yl]methyl]pyrazol-1-yl]ethyl]tetrahydropyran-4-ol OC(CN1N=CC(=C1)CN1[C@H](C[C@@]2(CC1)OCCC1=C2SC(=C1CO)C(F)(F)F)C)C1(CCOCC1)O